(2-bromo-4-fluorophenyl)-N-(2-fluorophenyl)-1,3-dimethyl-1H-pyrazole-5-amine BrC1=C(C=CC(=C1)F)C=1C(=NN(C1NC1=C(C=CC=C1)F)C)C